9,9'-(5-(4,6-diphenylpyrimidin-2-yl)-1,3-phenylene)bis(3,6-bis(dibenzo[b,d]thiophen-2-yl)-9H-carbazole) C1(=CC=CC=C1)C1=NC(=NC(=C1)C1=CC=CC=C1)C=1C=C(C=C(C1)N1C2=CC=C(C=C2C=2C=C(C=CC12)C1=CC2=C(SC3=C2C=CC=C3)C=C1)C1=CC3=C(SC2=C3C=CC=C2)C=C1)N1C2=CC=C(C=C2C=2C=C(C=CC12)C1=CC2=C(SC3=C2C=CC=C3)C=C1)C1=CC3=C(SC2=C3C=CC=C2)C=C1